ClC1=C2C=NN(C2=C(C=C1)C(=O)NC1CC2(CCC2)C1)CC1=CC=C(C=C1)C=1SC=CN1 (Ra)-6-(4-chloro-1-(4-(thiazol-2-yl)benzyl)-1H-indazole-7-carboxamido)spiro[3.3]heptane